N[C@H]1C2(CN3N=CC=C31)CCN(CC2)C=2N=CC(=NC2)SC2=C(C=3N(C=C2)C=C(N3)C#N)Cl (S)-7-((5-(4'-amino-4'h,6'h-spiro[piperidine-4,5'-pyrrolo[1,2-b]pyrazol]-1-yl)pyrazin-2-yl)thio)-8-chloroimidazo[1,2-a]pyridine-2-carbonitrile